7-(dimethylamino)-8-oxo-6,7,8,9-tetrahydro-5H-pyrido[2,3-b]azepin CN(C1CCC2=C(NC1=O)N=CC=C2)C